N5-((1R,3R,5S,6s)-3-Hydroxybicyclo[3.1.0]hexan-6-yl)-N3-methyl-1-((S)-1-(m-tolyl)ethyl)-1H-pyrazole-3,5-dicarboxamide OC1C[C@H]2C([C@H]2C1)NC(=O)C1=CC(=NN1[C@@H](C)C=1C=C(C=CC1)C)C(=O)NC